(3S)-7-((3S,5R)-4-acryloyl-3,5-dimethylpiperazin-1-yl)-10-(5-bromo-2-fluorophenyl)-3-(methoxymethyl)-9-(trifluoromethyl)-2,3-dihydro-5H-[1,4]thiazino[2,3,4-ij]quinazolin-5-one C(C=C)(=O)N1[C@H](CN(C[C@H]1C)C1=NC(N2C3=C(C(=C(C=C13)C(F)(F)F)C1=C(C=CC(=C1)Br)F)SC[C@@H]2COC)=O)C